C(C=C)OCCCCC1=CC=C(C=C1)[Mg]Br [4-(4-allyloxybutyl)phenyl]-magnesium bromide